4-(methylamino)benzenethiol CNC1=CC=C(C=C1)S